(4-(2-((dimethylamino)methylene)hydrazine-1-carbonyl)pyrimidin-2-yl)-N,N-dimethylformamide CN(C)C=NNC(=O)C1=NC(=NC=C1)C(=O)N(C)C